C(C)(C)(C)OC(=O)N1C2CN(CC1C2)C2=NC=C(N=C2)C=2C=1N(C=C(C2)OCC)N=CC1C#N 3-(5-(3-Cyano-6-ethoxypyrazolo[1,5-a]pyridin-4-yl)pyrazin-2-yl)-3,6-diazabicyclo[3.1.1]heptane-6-carboxylic acid tert-butyl ester